OC(C1=CC=C(C#N)C=C1)C=1N=CSC1 4-[hydroxy(thiazol-4-yl)methyl]benzonitrile